NC=1NC(C=2N=CN(C2N1)[C@@H]1O[C@@H]([C@H]([C@@]1(C)F)O)CO)=O 2-amino-9-((2r,3r,4r,5r)-3-fluoro-4-hydroxy-5-(hydroxymethyl)-3-methyltetrahydrofuran-2-yl)-1,9-dihydro-6H-purin-6-one